tert-butyl 6-[1-methyl-3-(trifluoromethyl)pyrazol-4-yl]oxy-2-azaspiro[3.3]heptane-2-carboxylate CN1N=C(C(=C1)OC1CC2(CN(C2)C(=O)OC(C)(C)C)C1)C(F)(F)F